CC(=CCC[C@@](C)([C@H]1CC[C@@]2([C@@H]1[C@@H](C[C@H]3[C@]2(CC[C@@H]4[C@@]3(CC[C@@H](C4(C)C)O)C)C)O)C)O[C@H]5[C@@H]([C@H]([C@@H]([C@H](O5)CO[C@H]6[C@@H]([C@H]([C@@H](CO6)O)O)O)O)O)O)C (3β,12β)-3,12-Dihydroxydammar-24-en-20-yl 6-O-β-D-xylopyranosyl-β-D-glucopyranoside